F[C@H]1CN(C[C@H]1F)CCC1=NNC(C(=C1)C)=O 3-(2-((3S,4r)-3,4-difluoropyrrolidin-1-yl)ethyl)-5-methyl-6-oxopyridazin